2-hydroxy-3,5-diiodo-N-(4-(2-(4-methoxyphenyl)propan-2-yl)thiazol-2-yl)benzamide OC1=C(C(=O)NC=2SC=C(N2)C(C)(C)C2=CC=C(C=C2)OC)C=C(C=C1I)I